CC1=C(C(=CC=C1)C)OCC(=O)N[C@@H](CC2=CC=CC=C2)[C@H](C[C@H](CC3=CC=CC=C3)NC(=O)[C@H](C(C)C)N4CCCNC4=O)O The molecule is a dicarboxylic acid diamide that is amphetamine is substituted on nitrogen by a (2,6-dimethylphenoxy)acetyl group and on the carbon alpha- to nitrogen by a (1S,3S)-1-hydroxy-3-{[(2S)-3-methyl-2-(2-oxotetrahydropyrimidin-1-yl)butanoyl]amino}-4-phenylbutyl group. An antiretroviral of the protease inhibitor class, it is used against HIV infections as a fixed-dose combination with another protease inhibitor, ritonavir. It has a role as an antiviral drug, a HIV protease inhibitor and an anticoronaviral agent. It is a member of amphetamines and a dicarboxylic acid diamide.